OC[C@H](C1=CC=CC=C1)NC1=NC(=NC=C1C=1OC=NN1)NC1=CC=C2C(=N1)C(N(C2=O)C)(C)C (S)-2-((4-((2-hydroxy-1-phenylethyl)amino)-5-(1,3,4-oxadiazol-2-yl)pyrimidin-2-yl)amino)-6,7,7-trimethyl-6,7-dihydro-5H-pyrrolo[3,4-b]pyridin-5-one